4-(4-(3-isopropyl-2-(8-methoxy-[1,2,4]triazolo[1,5-a]pyridin-6-yl)-1H-indol-5-yl)piperidine-1-carbonyl)-1-methylpyrrolidin-2-one C(C)(C)C1=C(NC2=CC=C(C=C12)C1CCN(CC1)C(=O)C1CC(N(C1)C)=O)C=1C=C(C=2N(C1)N=CN2)OC